C1(CCCCC1)C(=O)N[C@@H]1CC[C@H](CC1)C1=CN(C2=CN=CC=C21)C2=C(C(=O)N(C)C(C)C)C=C(C=C2)F 2-(3-(trans-4-(cyclohexanecarboxamido)cyclohexyl)-1H-pyrrolo[2,3-c]pyridin-1-yl)-5-fluoro-N-isopropyl-N-methylbenzamide